tert-butyl [trans-4-(4-methyl-5-{(1R)-1-[3-(propan-2-yl)phenoxy]ethyl}-4H-1,2,4-triazol-3-yl)cyclohexyl]carbamate CN1C(=NN=C1[C@@H](C)OC1=CC(=CC=C1)C(C)C)[C@@H]1CC[C@H](CC1)NC(OC(C)(C)C)=O